phosphoroselenoic acid, O,O,O-tris(trimethylsilyl) ester P(O[Si](C)(C)C)(O[Si](C)(C)C)(O[Si](C)(C)C)=[Se]